3-(5-(4-Fluorophenyl)pyridin-3-yl)-N-(1H-indazol-5-yl)-3a,4,5,6,7,7a-hexahydro-4,7-methanobenzo[d]isoxazole-7a-carboxamide FC1=CC=C(C=C1)C=1C=C(C=NC1)C1=NOC2(C1C1CCC2C1)C(=O)NC=1C=C2C=NNC2=CC1